C(CCCCCCCCCCC)[Sn] dodecyl-tin